5-[5-(3-pyridylmethylcarbamoyl)-2-pyridyl]benzoate N1=CC(=CC=C1)CNC(=O)C=1C=CC(=NC1)C=1C=CC=C(C(=O)[O-])C1